BrCC1=C(C=CC(=C1)[N+](=O)[O-])OC1=CC=CC=C1 2-(bromomethyl)-4-nitro-1-phenoxybenzene